C(C)(=O)C1=NN(C2=CC=C(C=C12)C=1C=NC(=NC1)C)CC(=O)N1[C@@H](C[C@H](C1)F)C(=O)NC1=NC(=NC=C1)OCC(F)(F)F (2S,4R)-1-(2-(3-acetyl-5-(2-methylpyrimidin-5-yl)-1H-indazol-1-yl)acetyl)-4-fluoro-N-(2-(2,2,2-trifluoroethoxy)pyrimidin-4-yl)pyrrolidine-2-carboxamide